3-[[2-(5-chloro-2-hydroxy-phenyl)acetyl]amino]-N-(1-methylcyclobutyl)benzamide ClC=1C=CC(=C(C1)CC(=O)NC=1C=C(C(=O)NC2(CCC2)C)C=CC1)O